ClC=1C=C(C(=NC1NC1=CC2=C(N(C(N2CCC(C)(C)O)=O)C)C=C1)N1CC(C(C(C1)C)(F)F)N1C(C2=CC=CC=C2C1=O)=O)C#N 5-chloro-2-[3-(1,3-dioxoisoindolin-2-yl)-4,4-difluoro-5-methyl-1-piperidinyl]-6-[[3-(3-hydroxy-3-methyl-butyl)-1-methyl-2-oxo-benzimidazol-5-yl]amino]pyridine-3-carbonitrile